(s)-3-([1,1'-biphenyl]-4-yl)-2-aminopropanoic acid C1(=CC=C(C=C1)C[C@@H](C(=O)O)N)C1=CC=CC=C1